O=C1N(C(C=C1)=O)CCCCCC(=O)NC1=NC=2C=CC=CC2C2=C1C=CN2CC(C)C 6-(2,5-dioxo-2,5-dihydro-1H-pyrrol-1-yl)-N-(1-isobutyl-1H-pyrrolo[3,2-c]quinolin-4-yl)hexanamide